N(=[N+]=[N-])[C@@](C)(CCC)C1=CN=C(C2=CN=C(C=C12)Cl)OC1CN(C1)C(C)=O (S)-1-(3-((4-(2-azidopentan-2-yl)-6-chloro-2,7-naphthyridin-1-yl)oxy)azetidin-1-yl)ethan-1-one